tert-butyl 4-[1-(2,6-dioxo-3-piperidyl)-3-methyl-2-oxo-benzimidazol-4-yl]-3,3-difluoro-piperidine-1-carboxylate O=C1NC(CCC1N1C(N(C2=C1C=CC=C2C2C(CN(CC2)C(=O)OC(C)(C)C)(F)F)C)=O)=O